(R)-2-methyl-N-((S)-1-phenylpent-4-en-1-yl)propane-2-sulfinamide CC(C)(C)[S@@](=O)N[C@@H](CCC=C)C1=CC=CC=C1